(4-(Benzothiazol-5-yl)pyrimidin-2-yl)amine S1C=NC2=C1C=CC(=C2)C2=NC(=NC=C2)N